CNCCC(O)C=1SC=CC1 3-methylamino-1-(thiophen-2-yl)propanol